C(OC(CC(O)C)C)([O-])=O methyloxapent-4-yl carbonate